3-(5-amino-1-oxo-2,3-dihydro-1H-isoindol-2-yl)piperidine-2,6-dione bis-(1,2,2,6,6-pentamethyl-4-piperidyl)sebacate CN1C(CC(CC1(C)C)OC(CCCCCCCCC(=O)OC1CC(N(C(C1)(C)C)C)(C)C)=O)(C)C.NC=1C=C2CN(C(C2=CC1)=O)C1C(NC(CC1)=O)=O